3-(4-chlorobenzyl)-2-oxo-cyclopentanecarboxylic acid ethyl ester C(C)OC(=O)C1C(C(CC1)CC1=CC=C(C=C1)Cl)=O